3-(2-azidoethoxy)-1,1-dihydroxybutane-2-one N(=[N+]=[N-])CCOC(C(C(O)O)=O)C